Sinapoylagmatine C(\C=C\C1=CC(OC)=C(O)C(OC)=C1)(=O)NCCCCNC(N)=N